2-(3-Oxa-9-azabicyclo[3.3.1]nonan-9-yl)-N-((1S,2R,3S,4R)-3-((4-fluoro-3-(trifluoromethyl)phenyl)carbamoyl)bicyclo[2.2.1]heptan-2-yl)-6-methoxybenzo[d]thiazole-7-carboxamide C12COCC(CCC1)N2C=2SC1=C(N2)C=CC(=C1C(=O)N[C@@H]1[C@H]2CC[C@@H]([C@@H]1C(NC1=CC(=C(C=C1)F)C(F)(F)F)=O)C2)OC